ClC=1C=C(C=CC1C)NC(=O)NCC1=CC=C(C=C1)NC=1C(N(C(C1)=O)C1C(NC(CC1)=O)=O)=O 1-(3-chloro-4-methylphenyl)-3-(4-((1-(2,6-dioxopiperidin-3-yl)-2,5-dioxo-2,5-dihydro-1H-pyrrol-3-yl)amino)benzyl)urea